ClC=1C=C2C(=C(N(C2=CC1Cl)C)C1=NNC(=N1)C(F)(F)F)N1C=NC=C1 5,6-dichloro-3-(1H-imidazol-1-yl)-1-methyl-2-(5-(trifluoromethyl)-1H-1,2,4-triazol-3-yl)-1H-indole